N(N)C(=O)C1=NC=C(C=C1)C1CN(CC1)C(=O)OC(C)(C)C 2-methylpropan-2-yl 3-[2-(diazanylcarbonyl)pyridin-5-yl]tetrahydropyrrole-1-carboxylate